3-[(4-methylbenzyl)amino]pyrazine-2-carboxamide CC1=CC=C(CNC=2C(=NC=CN2)C(=O)N)C=C1